FC(C[C@H](C(=O)O)C1=CC=C(C=C1)F)F (S)-4,4-difluoro-2-(4-fluorophenyl)butanoic acid